FC1=C2C(C=COC2=CC(=C1F)F)=O 5,6,7-Trifluoro-4H-chromen-4-one